tetraethylammonium perchlorate salt Cl(=O)(=O)(=O)[O-].C(C)[N+](CC)(CC)CC